N[C@]1(CNCCOC1)C(=O)OC(C)(C)C tert-butyl (S)-6-amino-1,4-oxaazepane-6-carboxylate